S1C(CCCCC1)[N] thiepanyl-nitrogen